C(C)[C@H]1CNCC[C@H]1[C@H](C)NC=1C=C(C=C(C1C(F)(F)F)F)C1=NNC(O1)=O 5-[3-({(1S)-1-[(3R,4R)-3-ethylpiperidin-4-yl]ethyl}amino)-5-fluoro-4-(trifluoromethyl)phenyl]-1,3,4-oxadiazol-2(3H)-one